N=1C=NN2C1C=C(C=C2)OC2=C(C=C(C=C2)NC2=NC=NN1C2=C(C=C1)C(=O)OCC)C ethyl 4-((4-([1,2,4]triazolo[1,5-a]pyridine-7-yloxy)-3-methylphenyl)amino)pyrrolo[2,1-f][1,2,4]triazine-5-carboxylate